ClC1=C(C(=O)N[C@H](C(=O)OC)CC2=C3CCCOC3=C(C=C2)C2=C(C=C(C=C2OC)C#CC2=CC=C(C=C2)OC(F)(F)F)OC)C(=CC=C1)Cl methyl (S)-2-(2,6-dichlorobenzamido)-3-(8-(2,6-dimethoxy-4-((4-(trifluoromethoxy)phenyl)ethynyl)phenyl)chroman-5-yl)propanoate